4-((4-chloro-5-fluoropyrrolo[2,3-d]pyrimidin-7-yl)methyl)phenylboronic acid ClC=1C2=C(N=CN1)N(C=C2F)CC2=CC=C(C=C2)B(O)O